COC1=C(C=CC(=C1)C(F)(F)F)C1=C(N=NC=C1C)N (2-methoxy-4-trifluoromethylphenyl)-5-methylpyridazin-3-amine